C1(CC1)C=1C(=NON1)C(=O)NC(C(=O)NC1=NC=CC(=C1)C(NC(CCC(F)(F)F)=O)C1CC1)C1CCC(CC1)(F)F 4-Cyclopropyl-N-(2-((4-(cyclopropyl(4,4,4-trifluorobutanamido)methyl)pyridin-2-yl)amino)-1-(4,4-difluorocyclohexyl)-2-oxoethyl)-1,2,5-oxadiazole-3-carboxamide